(E)-4-(4-((4-(4-(2-cyanovinyl)-2,6-dimethylphenoxy)pyrimidin-2-yl)amino)-2-fluorophenyl)piperazine-1-carboxylic acid tert-butyl ester C(C)(C)(C)OC(=O)N1CCN(CC1)C1=C(C=C(C=C1)NC1=NC=CC(=N1)OC1=C(C=C(C=C1C)\C=C\C#N)C)F